5-tert-butyl-1,2,4-oxadiazole-3-carboxamide C(C)(C)(C)C1=NC(=NO1)C(=O)N